2-{1-methyl-1H-pyrrolo[2,3-b]pyridin-3-yl}-N-propylpyrido[3,4-d]pyrimidin-4-amine CN1C=C(C=2C1=NC=CC2)C=2N=C(C1=C(N2)C=NC=C1)NCCC